CC1=C(C=C(C=C1)C)N(C(=O)C1CCCC1)C N-(2,5-dimethylphenyl)-N-methylcyclopentanamide